CN1N=C2CC[C@@H](CC2=C1C(=O)N[C@@H]1C(N(C2=C(OC1)C=CC=C2)C)=O)C(F)(F)F (5S)-2-methyl-N-((S)-5-methyl-4-oxo-2,3,4,5-tetrahydrobenzo[b][1,4]oxazepin-3-yl)-5-(trifluoromethyl)-4,5,6,7-tetrahydro-2H-indazole-3-carboxamide